4-((1-propyl-1H-pyrazol-4-yl)amino)pyrimidin C(CC)N1N=CC(=C1)NC1=NC=NC=C1